lithium 2-(1-(2-cyano-4-(dimethylcarbamoyl) phenyl)-1-phenylpropan-2-yl)-5-methoxy-1-methyl-6-oxo-1,6-dihydropyrimidine-4-carboxylate C(#N)C1=C(C=CC(=C1)C(N(C)C)=O)C(C(C)C=1N(C(C(=C(N1)C(=O)[O-])OC)=O)C)C1=CC=CC=C1.[Li+]